2-butoxy-7-((2-ethyl-1,2,3,4-tetrahydroisoquinolin-6-yl)methyl)-5H-pyrrolo[3,2-d]pyrimidin-4-amine C(CCC)OC=1N=C(C2=C(N1)C(=CN2)CC=2C=C1CCN(CC1=CC2)CC)N